5'-chloro-2'-({[(3R,4S)-3-methoxyoxan-4-yl]amino}methyl)-7',8'-dihydro-6'H-spiro[cyclohexane-1,9'-furo[2,3-f]quinazoline]-7'-one ClC=1C=C2C(=C3C4(NC(NC13)=O)CCCCC4)OC(=C2)CN[C@@H]2[C@H](COCC2)OC